(R)-1-(4-chlorophenyl)-N-(piperidin-3-yl)cyclopropane-1-carboxamide ClC1=CC=C(C=C1)C1(CC1)C(=O)N[C@H]1CNCCC1